(5S,5aS,8aS)-5-(3,4,5-trimethoxyphenyl)-5a,8,8a,9-tetrahydro-5H-[2]benzofuro[5,6-f][1,3]benzodioxol-6-one COC=1C=C(C=C(C1OC)OC)[C@@H]1[C@@H]2C(OC[C@H]2CC=2C1=CC1=C(OCO1)C2)=O